FC(OC=1C=C(C=CC1F)C=1C=C2C(=NC1)C=NN2CC=2C=NN(C2)C2OCCCC2)F 6-(3-(difluoromethoxy)-4-fluorophenyl)-1-((1-(tetrahydro-2H-pyran-2-yl)-1H-pyrazol-4-yl)methyl)-1H-pyrazolo[4,3-b]pyridine